N(C1=CC=CC=C1)C(=O)OC methyl anilinoformate